FC1=CC=C(C=C1)C(CC)OC=1C=C(C=CC1NS(=O)(=O)CC(F)(F)F)C1=NNC(=C1C(=O)N)NC1=NC=CN=C1 3-(3-(1-(4-fluorophenyl)propoxy)-4-(2,2,2-trifluoroethylsulfonamido)phenyl)-5-(pyrazin-2-ylamino)-1H-pyrazole-4-carboxamide